OC(C(=O)NNC(=O)C=1SC=C(N1)COCOCC[Si](C)(C)C)(C)C N'-(2-hydroxy-2-methylpropionyl)-4-(((2-(trimethylsilyl)ethoxy)methoxy)methyl)thiazole-2-carbohydrazide